C(#N)C1=C(C=CC(=C1)OC(F)(F)F)S(=O)(=O)N1C[C@@H]([C@@](C1)(CO)O)OC1=CC(=C(C#N)C=C1)F 4-(((3S,4R)-1-((2-cyano-4-(trifluoromethoxy)phenyl)sulfonyl)-4-hydroxy-4-(hydroxymethyl)pyrrolidin-3-yl)oxy)-2-fluorobenzonitrile